N[C@H](CCCCCO)CCC(C)(F)F (R)-6-amino-9,9-difluorodecan-1-ol